6-({trans-3-[(5S)-5-(3,5-difluorophenyl)-3-oxo-6,7-dihydro-3H-pyrrolo[2,1-c][1,2,4]triazol-2(5H)-yl]cyclobutyl}oxy)pyrazine-2-carbonitrile FC=1C=C(C=C(C1)F)[C@@H]1CCC2=NN(C(N21)=O)[C@@H]2C[C@H](C2)OC2=CN=CC(=N2)C#N